CC(=CC(=O)NC1=CC(=CC=C1)C=1C=CC=C2C=NC(=NC12)NC1=CC=C(C=C1)N1CCN(CC1)C)C 3-methyl-N-(3-(2-((4-(4-methylpiperazin-1-yl)phenyl)amino)quinazolin-8-yl)phenyl)but-2-enamide